C(C)(C)(C)OC(=O)N1CC2(OC3=C(CC2=O)C=CC=C3)C1 oxo-3',4'-dihydro-spiro[azetidine-3,2'-[1]benzopyran]-1-carboxylic acid tert-butyl ester